1,4-bis((E)-2-(pyridine-3-yl)vinyl)benzene N1=CC(=CC=C1)/C=C/C1=CC=C(C=C1)\C=C\C=1C=NC=CC1